4-(8-((benzyloxy)carbonyl)-3,8-diazabicyclo[3.2.1]oct-3-yl)-2-((hexahydro-1H-pyrrolizin-7a-yl)methoxy)-5,6-dihydropyrido[3,4-d]pyrimidine-7(8H)-carboxylic acid tert-butyl ester C(C)(C)(C)OC(=O)N1CC=2N=C(N=C(C2CC1)N1CC2CCC(C1)N2C(=O)OCC2=CC=CC=C2)OCC21CCCN1CCC2